C(C)(C)(C)OC(NC1=NC=CC2=CC(=CC=C12)CNC(=O)C=1SC(=C(C1)Cl)CCl)=O (6-((4-chloro-5-(chloromethyl)thiophene-2-carboxamido)methyl)isoquinolin-1-yl)carbamic acid tert-butyl ester